COC(C1CCN(CC1)C1=CC(=C(C=C1)[C@H]1[C@H](OCC2=CC(=CC=C12)O)C1=CC=CC=C1)F)OC (3S,4S)-4-(4-(4-(dimethoxymethyl)piperidin-1-yl)-2-fluorophenyl)-3-phenylisochroman-7-ol